FC(C1CCC(CC1)N1CC(CC2=CC=CC=C12)CNC(C=C)=O)(F)F N-((1-(4-(trifluoromethyl)cyclohexyl)-1,2,3,4-tetrahydroquinolin-3-yl)methyl)acrylamide